5-{4-[2-Fluoro-4-(4-fluorophenoxy)benzoyl]-4,7-diazaspiro[2.5]octan-7-yl}-4-methoxypyridin-2-amine FC1=C(C(=O)N2C3(CC3)CN(CC2)C=2C(=CC(=NC2)N)OC)C=CC(=C1)OC1=CC=C(C=C1)F